CNC(C(C)NC1=NC=NC2=CC=CC=C12)=O N-methyl-2-(quinazolin-4-ylamino)propanamide